7-bromo-9H-fluorene BrC1=CC=C2C=3C=CC=CC3CC2=C1